C(C=1C(O)=CC=CC1)NC1=NNC=N1 3-(N-salicyl)amino-1,2,4-triazole